(R)-1-(5-chloro-3-fluoropyridin-2-yl)-4-(3-chloro-4-fluorobenzyl)-3-(oxetan-3-yl)piperazine-2,5-dione ClC=1C=C(C(=NC1)N1C([C@H](N(C(C1)=O)CC1=CC(=C(C=C1)F)Cl)C1COC1)=O)F